2-(1-methyl-1H-pyrazol-4-yl)-3-oxo-N-(3,3,3-trifluoro-2-hydroxypropyl)-6-[4-(trifluoromethyl)phenyl]-2,3-dihydropyridazine-4-carboxamide CN1N=CC(=C1)N1N=C(C=C(C1=O)C(=O)NCC(C(F)(F)F)O)C1=CC=C(C=C1)C(F)(F)F